NC1=CC=C(OC2=C(C=C(N)C=C2)OC)C=C1 4-(4-aminophenoxy)-3-methoxyaniline